iodotris(3,3,3-trifluoropropyl)silane I[Si](CCC(F)(F)F)(CCC(F)(F)F)CCC(F)(F)F